C(C)(C)(C)OC(C[C@H](NC(CCOCCOCCOCCNC(OC(C)(C)C)=O)=O)C(=O)N1[C@@H](CCC1)C(=O)O)=O (2S)-1-[(19S)-19-(2-tert-butoxy-2-oxoethyl)-2,2-dimethyl-4,17,20-trioxo-3,8,11,14-tetraoxa-5,18-diazaeicosan-20-yl]pyrrolidine-2-carboxylic acid